(difluoro(2-(((5S,8S,10aR)-8-(methyl(phenyl)carbamoyl)-6-oxo-3-((S)-2-phenylpropanoyl)decahydro-pyrrolo[1,2-a][1,5]diazocin-5-yl)carbamoyl)-1H-indol-5-yl)methyl)phosphonic acid FC(C=1C=C2C=C(NC2=CC1)C(N[C@H]1CN(CC[C@@H]2N(C1=O)[C@@H](CC2)C(N(C2=CC=CC=C2)C)=O)C([C@@H](C)C2=CC=CC=C2)=O)=O)(F)P(O)(O)=O